[Ga].[In].[Al] aluminium-indium-gallium